3-(1-oxo-5-(((1S,2R)-2-(3-(pyrimidin-2-yl)azetidin-1-yl)cyclohexyl)oxy)isoindolin-2-yl)piperidine-2,6-dione O=C1N(CC2=CC(=CC=C12)O[C@@H]1[C@@H](CCCC1)N1CC(C1)C1=NC=CC=N1)C1C(NC(CC1)=O)=O